3,3-dimethylbiphenyl-4,4-diamine CC1(C=C(C=CC1(N)N)C1=CC=CC=C1)C